C(CO)(=O)OC=C monovinyl glycolate